C(C)(C)(C)NC1CN(CC1)C1=CC=C(N=N1)C1=NC=C(C=C1O)C=1C=NN(C1)C([2H])([2H])[2H] 2-{6-[3-(tert-butylamino)pyrrolidin-1-yl]pyridazin-3-yl}-5-[1-(2H3)methyl-1H-pyrazol-4-yl]pyridin-3-ol